C(C)(C)NC=1C2=C(N=C(N1)NC1=C(C=C(C=C1)S(=O)(=O)C)OC)NC=C2 N4-isopropyl-N2-(2-methoxy-4-(methylsulfonyl)phenyl)-7H-pyrrolo[2,3-d]pyrimidine-2,4-diamine